FC(C1=CC(N(C=N1)C[C@@H]1CCN(CC12CCCC2)C(=O)N2[C@@H](C[C@@H](CC2)NC)C2=C(C=C(C=C2)F)F)=O)F 6-(Difluoromethyl)-3-(((R)-7-((2S,4R)-2-(2,4-difluorophenyl)-4-(methylamino)piperidine-1-carbonyl)-7-azaspiro[4.5]decan-10-yl)methyl)pyrimidin-4(3H)-one